N1(CCCCC1)C=1C=CC(=C(C1)N1CCN(CC1)CC=1SC2=C(N1)C=CC=C2)C=2N=NNN2 2-[[4-[5-(1-piperidyl)-2-(2H-tetrazol-5-yl)phenyl]piperazin-1-yl]methyl]-1,3-benzothiazole